C(CCC)OC(C)OCC(C)N 1-(1-butoxyethoxy)-propan-2-amine